NC=1C(C(C(C(C(=O)N)(C1I)CC(OC)OC)I)(C(=O)N)CC(OC)OC)I 5-Amino-1,3-bis(2,2-dimethoxyethyl)-2,4,6-triiodoisophthalamide